C(CCCCCCCCC)N1CC=C(C=C1)C(=O)[O-] N-decyl-4-picolinate